2-amino-1-(3-((4-chloro-2-fluorophenyl)amino)-2-(3,4-difluorophenyl)-8,8-dimethyl-5,6-dihydroimidazo[1,2-a]pyrazin-7(8H)-yl)ethan-1-one NCC(=O)N1C(C=2N(CC1)C(=C(N2)C2=CC(=C(C=C2)F)F)NC2=C(C=C(C=C2)Cl)F)(C)C